N1(N=CC=C1)C=1C=C(C=CC1)[C@H](CC(=O)OCC)N ethyl (S)-3-(3-(1H-pyrazol-1-yl)phenyl)-3-aminopropanoate